C(C=C)(=O)OCCCCCC[Si](OC)(OC)C acryloxyhexylmethyldimethoxysilane